OC1=C(C=C(C=C1OC)CC=O)OC 2-(4-hydroxy-3,5-dimethoxyphenyl)acetaldehyde